OC1C(OCC(C1O)O)C(=O)O 3,4,5-trihydroxyoxane-2-carboxylic acid